COC([C@H](CC1=CC=C(C=C1)N1C(N(C2=C1C=CC(=C2)N(C)C)C)=O)N)=O (S)-2-amino-3-(4-(5-(dimethylamino)-3-methyl-2-oxo-2,3-dihydro-1H-benzo[d]imidazol-1-yl)phenyl)propanoic acid methyl ester